(14S,18S)-9-((6-bromopyridin-3-yl)methyl)-2,8,16-trioxo-1-(4,7,10-tris(carboxymethyl)-1,4,7,10-tetraazacyclododecane-1-yl)-3,9,15,17-tetraazaeicosane-14,18,20-tricarboxylic acid BrC1=CC=C(C=N1)CN(C(CCCCNC(CN1CCN(CCN(CCN(CC1)CC(=O)O)CC(=O)O)CC(=O)O)=O)=O)CCCC[C@H](NC(N[C@@H](CCC(=O)O)C(=O)O)=O)C(=O)O